C(CCC)C(C(=O)O)(CCC(=O)O)CC butyl-α-ethyl-glutaric acid